2-benzyl-2-(((2R,3S,4R,5R)-5-(2-chloro-6-((pyridin-3-ylmethyl)amino)-9H-purin-9-yl)-3-ethynyl-3,4-dihydroxytetrahydrofuran-2-yl)methoxy)malonic acid C(C1=CC=CC=C1)C(C(=O)O)(C(=O)O)OC[C@H]1O[C@H]([C@@H]([C@@]1(O)C#C)O)N1C2=NC(=NC(=C2N=C1)NCC=1C=NC=CC1)Cl